7-fluoro-5-methoxy-1-tosyl-1H-indazole FC=1C=C(C=C2C=NN(C12)S(=O)(=O)C1=CC=C(C)C=C1)OC